5-[1-(2-Methanesulfonyl-phenyl)-1H-pyrazol-4-yl]-1,1'-dimethyl-1H,1'H-[4,4']bipyridinyl-2,2'-dione CS(=O)(=O)C1=C(C=CC=C1)N1N=CC(=C1)C=1C(=CC(N(C1)C)=O)C1=CC(N(C=C1)C)=O